(5-(7-fluoro-6-methyl-1H-benzo[d]imidazol-2-yl)-1H-pyrrol-3-yl)(2-(trifluoromethyl)phenyl)methanone FC1=C(C=CC2=C1NC(=N2)C2=CC(=CN2)C(=O)C2=C(C=CC=C2)C(F)(F)F)C